COCCN1CCC(CC1)C1=CN=C(S1)C1=NNC(=C1CC(F)(F)F)C=1C=C(C=2N(C1)N=CN2)C 5-(1-(2-methoxyethyl)piperidin-4-yl)-2-(5-(8-methyl-[1,2,4]triazolo[1,5-a]pyridin-6-yl)-4-(2,2,2-trifluoroethyl)-1H-pyrazol-3-yl)thiazole